4-(6-((4-(methoxycarbonyl)-2-(trifluoromethyl)benzyl)oxy)pyridin-2-yl)piperidine COC(=O)C1=CC(=C(COC2=CC=CC(=N2)C2CCNCC2)C=C1)C(F)(F)F